CC1=C(C(=C(C(=C1)SC)N)SC)N 4-methyl-2,6-bis(methylthio)-1,3-phenylenediamine